11-(4-fluorophenyl)-10-(trifluoromethyl)-3,4-dihydro-2H,6H-[1,4]thiazepino[2,3,4-ij]quinazolin-6-one FC1=CC=C(C=C1)C1=C(C=C2C=NC(N3C2=C1SCCC3)=O)C(F)(F)F